[N-]=C=O.[N-]=C=O.CC1=CC=CC2=CC(=CC=C12)C 1,6-dimethylnaphthalene diisocyanate